1-benzylpiperidine-4-carboxylic acid C(C1=CC=CC=C1)N1CCC(CC1)C(=O)O